ClC1=C(C=CC=C1)N1/C(/SC=C1C(N(C)C)=O)=N/C(OCC)=O ethyl (Z)-[3-(2-chlorophenyl)-4-(dimethylcarbamoyl)thiazol-2-ylidene]carbamate